N(=NC(C(=O)NCCCC)(C)C)C(C(=O)NCCCC)(C)C azobis-(N-butyl-2-methylpropionamide)